CC1=NOC(=C1)N 3-methylisoxazol-5-amine